N,3-dimethylbutanamide CC(C)CC(=O)NC